ClC=1C=C(C=C(C1)F)C1(NC(C=2N1C(C(=CC2)NC2=NC=NC=C2)=O)=O)C 3-(3-chloro-5-fluorophenyl)-3-methyl-6-(pyrimidin-4-ylamino)-2,3-dihydroimidazo[1,5-a]pyridine-1,5-dione